N-(4,4-diethyl-7-(trifluoromethyl)-4H-chromeno[4,3-d]thiazol-2-yl)-3-methoxy-1-(4-methoxybenzyl)-1H-pyrazole-4-carboxamide C(C)C1(OC=2C=C(C=CC2C=2N=C(SC21)NC(=O)C=2C(=NN(C2)CC2=CC=C(C=C2)OC)OC)C(F)(F)F)CC